C(C)(=O)C1CN(CCC1=O)C(=O)OC(C)(C)C tert-butyl 3-acetyl-4-oxopiperidine-1-carboxylate